((2,4-dioxo-1,3-diazaspiro[4.4]nonane-6-yl)methyl)-3,4,5-trifluorobenzenesulfonamide O=C1NC2(C(N1)=O)C(CCC2)CC2=C(C=C(C(=C2F)F)F)S(=O)(=O)N